COC1=CC(=C(C=C1)C1=NC=C(C(=N1)N)C)C 2-(4-methoxy-2-methylphenyl)-5-methylpyrimidin-4-amine